Diphenyl-ethanol C1(=CC=CC=C1)C(C)(O)C1=CC=CC=C1